COC1=C(C=C(C=C1)CC[N+](=O)[O-])O 2-methoxy-5-(2-nitroethyl)phenol